3-bromo-N-(2-hydroxyethyl)benzamide C1=CC(=CC(=C1)Br)C(=O)NCCO